tert-butyl (2S)-2-((benzyloxy)methyl)-4-hydroxypyrrolidine-1-carboxylate C(C1=CC=CC=C1)OC[C@H]1N(CC(C1)O)C(=O)OC(C)(C)C